O=C1NC(CCC1N1C(C2=CC=C(C=C2C1=O)N1CC(C1)CN1CCC(CC1)NC(OCC1=CC=CC=C1)=O)=O)=O benzyl (1-((1-(2-(2,6-dioxopiperidin-3-yl)-1,3-dioxoisoindolin-5-yl)azetidin-3-yl)methyl)piperidin-4-yl)carbamate